C(C)OC(=C)C1=C(N)C=C(C(=C1F)N1CCN(CC1)C)F 2-(1-ethoxyvinyl)-3,5-difluoro-4-(4-methylpiperazin-1-yl)aniline